N-(4-(1-(5-cyanopyrimidin-2-yl)piperidin-4-yl)-1-methyl-2,3-dioxo-1,2,3,4-Tetrahydropyrido[2,3-b]pyrazin-7-yl)-N-methylacetamide C(#N)C=1C=NC(=NC1)N1CCC(CC1)N1C2=C(N(C(C1=O)=O)C)C=C(C=N2)N(C(C)=O)C